2-(6-(Bis(2,4-dimethoxybenzyl)amino)-5-methoxypyrimidin-4-yl)acetic acid COC1=C(CN(C2=C(C(=NC=N2)CC(=O)O)OC)CC2=C(C=C(C=C2)OC)OC)C=CC(=C1)OC